1,3-bis[5-(o-nitrobenzyl-ethylamino)pentyl]-6-methyl-uracil dihydrobromide Br.Br.[N+](=O)([O-])C1=C(CN(CCCCCN2C(=O)N(C(=O)C=C2C)CCCCCN(CC)CC2=C(C=CC=C2)[N+](=O)[O-])CC)C=CC=C1